tert-Butyl 3-(3-fluoro-4-methoxyphenyl)-3-(5-formyl-1-((2-(trimethylsilyl)ethoxy)methyl)-1H-pyrazol-3-yl)propanoate FC=1C=C(C=CC1OC)C(CC(=O)OC(C)(C)C)C1=NN(C(=C1)C=O)COCC[Si](C)(C)C